acryloxyethyl-Trimethoxysilane C(C=C)(=O)OCC[Si](OC)(OC)OC